CC1=CC=C(O1)CCN 2-(5-methylfuran-2-yl)ethan-1-amine